N-(5-(sec-Butyl)-1H-pyrazol-3-yl)-6-((1-methylpiperidin-4-yl)oxy)pyrazin-2-amine C(C)(CC)C1=CC(=NN1)NC1=NC(=CN=C1)OC1CCN(CC1)C